ClC=1C=C2C=NN(C2=C(C1)C(=O)O)CC=1SC(=CC1)C(F)(F)F 5-chloro-1-((5-(trifluoromethyl)thiophen-2-yl)methyl)-1H-indazole-7-carboxylic acid